2-cyclopropoxy-5-(2-oxo-6-azaspiro[3.3]heptan-6-yl)aniline C1(CC1)OC1=C(N)C=C(C=C1)N1CC2(CC(C2)=O)C1